NC1CCN(CC1)CCCCOC=1C=C2C(N(C(C2=CC1)=O)C1C(NC(CC1)=O)=O)=O 5-[4-(4-aminopiperidin-1-yl)butoxy]-2-(2,6-dioxopiperidin-3-yl)isoindole-1,3-dione